COC1=C(C=CC=C1)N1CCN(CC1)CCCCOC1=CC2=C(OCC(N2)=O)C=C1 6-(4-(4-(2-methoxyphenyl)piperazin-1-yl)butoxy)-2H-benzo[b][1,4]oxazin-3(4H)-one